COC1=C2C=C(NC2=CC=C1)C(=O)N[C@H](C(=O)NC(C(=O)OC)CC1=NNC=C1)CC(C)C methyl 2-[[(2S)-2-[(4-methoxy-1H-indole-2-carbonyl)amino]-4-methyl-pentanoyl] amino]-3-(1H-pyrazol-3-yl)propanoate